Sodium (2S,5R)-2-(N-((E)-6-((tert-butoxycarbonyl)amino)-2,2-dimethyl-4-oxo-3,8-dioxa-5,7-diazaundec-5-en-11-oyl)carbamimidoyl)-7-oxo-1,6-diazabicyclo[3.2.1]octan-6-yl Sulfate S(=O)(=O)(ON1[C@@H]2CC[C@H](N(C1=O)C2)C(NC(CCON/C(=N/C(OC(C)(C)C)=O)/NC(=O)OC(C)(C)C)=O)=N)[O-].[Na+]